BrC=1C(=C(OC[C@H](CCC(C)=O)NC(OC(C)(C)C)=O)C=CC1)F tert-butyl N-[(2S)-1-(3-bromo-2-fluorophenoxy)-5-oxohexan-2-yl]carbamate